N-((adamantan-1-yl)methyl)-N-((5-(5-(difluoromethyl)-1,3,4-oxadiazol-2-yl)pyridin-2-yl)methyl)methanesulfonamide C12(CC3CC(CC(C1)C3)C2)CN(S(=O)(=O)C)CC2=NC=C(C=C2)C=2OC(=NN2)C(F)F